14,14-dimethyl-11-oxo-3,6,9-trioxa-12-azapentadecanoic acid CC(CNC(COCCOCCOCC(=O)O)=O)(C)C